2,3-dimethyl-2,3-diphenyl-butane tris(1,1,1,3,3,3-hexafluoropropan-2-yl)phosphate FC(C(C(F)(F)F)OP(=O)(OC(C(F)(F)F)C(F)(F)F)OC(C(F)(F)F)C(F)(F)F)(F)F.CC(C)(C(C)(C1=CC=CC=C1)C)C1=CC=CC=C1